tert-Butyl (R)-4-(3-(((benzyloxy)carbonyl)amino)-3,4-dihydro-2H-pyrano[2,3-b]pyridin-7-yl)piperazine-1-carboxylate C(C1=CC=CC=C1)OC(=O)N[C@@H]1CC=2C(=NC(=CC2)N2CCN(CC2)C(=O)OC(C)(C)C)OC1